4-(methoxycarbonyl)phenylboric acid COC(=O)C1=CC=C(C=C1)OB(O)O